BrC1=CN(C(C2=C1N=C(N=C2)NC=2C=NN(C2)C2CCN(CC2)C)=O)C2=C(C(=CC=C2Cl)C)Cl 8-bromo-6-(2,6-dichloro-3-methyl-phenyl)-2-[[1-(1-methyl-4-piperidyl)pyrazol-4-yl]amino]pyrido[4,3-d]pyrimidin-5-one